N-(8-amino-2,7-naphthyridin-4-yl)-2-((2R,5S)-2-(2-(3-((dimethylamino)methyl)oxetan-3-yl)benzo[d]thiazol-5-yl)-5-methylpiperidin-1-yl)-2-oxoacetamide NC=1N=CC=C2C(=CN=CC12)NC(C(=O)N1[C@H](CC[C@@H](C1)C)C=1C=CC2=C(N=C(S2)C2(COC2)CN(C)C)C1)=O